para-amino-ethyl-ketophenol NC1=C(C(C(C=C1)O)=O)CC